O1C=C(C=C1)C1=C(C=CC=C1)O 2-(furan-3-yl)phenol